C(C)OC(=O)C=1OC2=C(C1)C=C(C=C2)N(CC2=CC=C(C=C2)C=2OC=CC2)S(=O)(=O)C2=CC=C(C=C2)C2=CC=CC=C2 5-(N-(4-(furan-2-yl)benzyl)-[1,1'-biphenyl]-4-sulfonylamino)benzofuran-2-carboxylic acid ethyl ester